C(C)(=O)N[C@@H](CCCCN)C(=O)O Acetyl-Lysine